COC(=O)C=1C=C(C2=C(N(C(=N2)CC2=C(C=C(C3=C2CCO3)C3=NC(=NC=C3F)Cl)F)C[C@H]3OCC3)C1)OC (S)-2-((7-(2-chloro-5-fluoropyrimidin-4-yl)-5-fluoro-2,3-dihydrobenzofuran-4-yl)methyl)-4-methoxy-1-(oxetane-2-ylmethyl)-1H-benzo[d]imidazole-6-carboxylic acid methyl ester